C(C1=CC=CC=C1)SC1=CC(=C(C=C1)NC1=NC=C(C(=N1)Cl)C(F)(F)F)C N-(4-benzylthio-2-methyl-phenyl)-4-chloro-5-(trifluoromethyl)pyrimidin-2-amine